2-(5-(cyclopropylmethyl)-4-(3-fluoro-4-sulfamoylbenzyl)-3-(4-(2,2,2-trifluoroethyl)-[1,1'-biphenyl]-3-yl)-1H-pyrazol-1-yl)thiazole-4-carboxylic acid C1(CC1)CC1=C(C(=NN1C=1SC=C(N1)C(=O)O)C=1C=C(C=CC1CC(F)(F)F)C1=CC=CC=C1)CC1=CC(=C(C=C1)S(N)(=O)=O)F